n-amyl acetate (n-PENTYL ACETATE) C(CCCC)CC(=O)O.C(C)(=O)OCCCCC